[N+](=O)([O-])C1=CC=C2C(=NNC2=C1)N1C2CN(C(C1)C2)C(=O)OC(C)(C)C tert-butyl 5-(6-nitro-1H-indazol-3-yl)-2,5-diazabicyclo[2.2.1]Heptane-2-carboxylate